Methyl 6-(1,1,1-trifluoro-2-hydroxy-4-(trimethylsilyl)butan-2-yl)quinoline-4-carboxylate FC(C(CC[Si](C)(C)C)(O)C=1C=C2C(=CC=NC2=CC1)C(=O)OC)(F)F